NC1CC(C1)C(=O)N1CCN(CC1)C1=C(C(=O)N)C=C(C=N1)C(F)(F)F (4-((1R,3R)-3-aminocyclobutane-1-carbonyl)piperazine-1-yl)-5-(trifluoromethyl)nicotinamide